Hexafluorophosphate-carbonate C([O-])([O-])=O.F[P-](F)(F)(F)(F)F